Methyl (S)-5-(4-(4-amino-2-cyanophenyl)-1H-1,2,3-triazol-1-yl)-2-(4-(N-((2,4-diaminopteridin-6-yl)methyl)formamido)benzamido)pentanoate NC1=CC(=C(C=C1)C=1N=NN(C1)CCC[C@@H](C(=O)OC)NC(C1=CC=C(C=C1)N(C=O)CC=1N=C2C(=NC(=NC2=NC1)N)N)=O)C#N